cis-6-chloro-3-[hydroxy-(3-methoxyisoxazol-5-yl)methylene]-5-[4-[(2S,4S)-4-hydroxytetrahydrofuran-2-yl]phenyl]indolin-2-one ClC1=C(C=C2C(C(NC2=C1)=O)=C(C1=CC(=NO1)OC)O)C1=CC=C(C=C1)[C@H]1OC[C@H](C1)O